TriAza-tributyrin O=C(ONN(NOC(CCC)=O)OC(CCC)=O)CCC